(1r,4r)-4-((5-(1-(2,2-Difluoroethyl)-2-methyl-1H-benzo[d]imidazol-6-yl)-4-(oxetan-3-yloxy)pyrrolo[2,1-f][1,2,4]triazin-2-yl)amino)-1-methylcyclohexan-1-ol FC(CN1C(=NC2=C1C=C(C=C2)C=2C=CN1N=C(N=C(C12)OC1COC1)NC1CCC(CC1)(O)C)C)F